C(C1=CC=CC=C1)(C1=CC=CC=C1)(C1=CC=CC=C1)OC[C@@H]1CO1 trityl-(S)-glycidyl ether